C1(CC1)OC1=C(C=O)C(=CC=C1)NC 2-CYCLOPROPOXY-6-(METHYLAMINO)BENZALDEHYDE